C[C@]12CC(C[C@](CC1)(N2)C)N(C2=CC=C(N=N2)C2=C(C=C(C=C2)C=2C=NNC2)O)C 2-(6-(((1R,5S)-1,5-dimethyl-8-azabicyclo[3.2.1]octan-3-yl)(methyl)amino)pyridazin-3-yl)-5-(1H-pyrazol-4-yl)phenol